4-(1-isopropyl-4-methyl-1H-pyrazol-5-yl)-2-(4-(1-methyl-4-(trifluoromethyl)-1H-imidazol-2-yl)benzyl)-2,6,7,8-tetrahydropyrazolo[3,4,5-de]quinazoline C(C)(C)N1N=CC(=C1C=1N=C2CCCC=3C2=C(N1)N(N3)CC3=CC=C(C=C3)C=3N(C=C(N3)C(F)(F)F)C)C